C(C)(=O)OCOP(=O)(OC1=C(C(=CC(=C1)CCCCC)O)C1C(CCC(=C1)C)C(=C)C)CC1=CC=CC=C1 ((benzyl ((6-hydroxy-5'-methyl-4-pentyl-2'-(prop-1-en-2-yl)-1',2',3',4'-tetrahydro-[1,1'-biphenyl]-2-yl)oxy)phosphoryl)oxy)methyl acetate